C1(CCC1)OC=1C=C(C(=O)O)C=C(C1)C 3-(cyclobutyloxy)-5-methylbenzoic acid